4-(4-(2-methylthiazol-4-yl)piperidin-2-yl)benzoate CC=1SC=C(N1)C1CC(NCC1)C1=CC=C(C(=O)[O-])C=C1